ClC1=C(C=C(C(=C1)F)OC)C1=CC=2N(C(N(C(C2S1)=O)C1=CN=CC2=CC=CC=C12)=O)CCC#N 3-(6-(2-chloro-4-fluoro-5-methoxyphenyl)-3-(isoquinolin-4-yl)-2,4-dioxo-3,4-dihydrothieno[3,2-d]pyrimidin-1(2H)-yl)propionitrile